dibenzyl-2,2,4-trimethylhexamethylenediamine C(C1=CC=CC=C1)N(CCC(CC(CN)(C)C)C)CC1=CC=CC=C1